OC[C@H](C)N1C=NC2=C(C1=O)C=C(N=C2C=2C=NSC2)C2=NC=C(C=C2)C(F)(F)F (S)-3-(1-hydroxypropan-2-yl)-8-(isothiazol-4-yl)-6-(5-(trifluoromethyl)pyridin-2-yl)pyrido[3,4-d]pyrimidin-4(3H)-one